(1s,3s)-1-methyl-3-((5-(3-methyl-[1,2,4]triazolo[4,3-a]pyridin-6-yl)-7H-pyrrolo[2,3-d]pyrimidin-2-yl)amino)cyclobutan-1-ol CC1(CC(C1)NC=1N=CC2=C(N1)NC=C2C=2C=CC=1N(C2)C(=NN1)C)O